CC=1N=C(SC1C1(OCCO1)C)CCC(=O)[O-] 3-[4-methyl-5-(2-methyl-1,3-dioxolan-2-yl) thiazol-2-yl]propanoate